BrC1=CC=C(O1)C1(CC1)C#N (5-bromofuran-2-yl)cyclopropane-1-carbonitrile